C(C1=CC=CC=C1)OC1=NC(=CC=C1C1=NN(C2=CC(=CC=C12)N1CCN(CC1)[C@H](C)CCCC1CCC(CC1)OC1=C(C(=CC=C1)B1OC(C(O1)(C)C)(C)C)C)C)OCC1=CC=CC=C1 3-(2,6-bis(benzyloxy)pyridin-3-yl)-1-methyl-6-(4-((R)-5-((1r,4s)-4-(2-methyl-3-(4,4,5,5-tetramethyl-1,3,2-dioxaborolan-2-yl)phenoxy)cyclohexyl)pentan-2-yl)piperazin-1-yl)-1H-indazole